tert-butyl (4-(4-formylthiazol-5-yl)benzyl)carbamate C(=O)C=1N=CSC1C1=CC=C(CNC(OC(C)(C)C)=O)C=C1